C(C)(C)(C)OC(=O)N=S(=O)(C)C=1C=CC2=C(C=C(O2)C(=O)OC)C1 methyl 5-(N-tert-butoxycarbonyl-S-methyl-sulfonimidoyl)benzofuran-2-carboxylate